6-(((1R,2S,5S)-8-azabicyclo[3.2.1]octan-2-yl)oxy)-N-(5-(difluoromethoxy)-1H-pyrazol-3-yl)pyrazin-2-amine [C@H]12[C@H](CC[C@H](CC1)N2)OC2=CN=CC(=N2)NC2=NNC(=C2)OC(F)F